CC(C=CCCCCC)=O 3-NONEN-2-ONE